[C].CC(C=CCCCC)=O 3-octen-2-one carbon